4-(6-Bromo-1,3-benzooxazol-2-yl)-4-methylpiperidine-1-carboxylic acid tert-butyl ester C(C)(C)(C)OC(=O)N1CCC(CC1)(C)C=1OC2=C(N1)C=CC(=C2)Br